[N+](=O)([O-])C1=CC2=C(NC(=N2)C2=CC=C(C=C2)OC2=CC=CC=C2)C=C1 5-Nitro-2-(4-phenoxy-phenyl)-1H-benzoimidazole